methyl (1S,3S)-3-aminocyclobutane-1-carboxylate hydrochloride COC(=O)C1CC(C1)N.Cl